Cl.CNC1=CC=CC2=CC=CC=C12 N-methylnaphthylamine hydrochloride